CC1(OC2=C(C1)C=C(C=C2)[N+](=O)[O-])C 2,2-dimethyl-5-nitro-3H-1-benzofuran